1-(tert-butyl) 2-methyl (2S,4S)-4-(4-benzamidobenzamido)pyrrolidine-1,2-dicarboxylate C(C1=CC=CC=C1)(=O)NC1=CC=C(C(=O)N[C@H]2C[C@H](N(C2)C(=O)OC(C)(C)C)C(=O)OC)C=C1